N-(2-(4-((1R,4s)-4-hydroxy-4-(5-((S)-3-hydroxy-3-methylpyrrolidin-1-yl)pyridin-2-yl)cyclohexyl)hexahydropyrrolo[3,2-b]pyrrol-1(2H)-yl)-2-oxoethyl)-3-(trifluoromethyl)benzamide OC1(CCC(CC1)N1CCC2N(CCC21)C(CNC(C2=CC(=CC=C2)C(F)(F)F)=O)=O)C2=NC=C(C=C2)N2C[C@@](CC2)(C)O